CC(C(=O)N1C=CC2=CC(=CC=C12)OC1=CC=CC=C1)(C)C 2,2-dimethyl-1-(5-phenoxy-1H-indol-1-yl)propan-1-one